C1(=CC(=CC(=C1)NC(=O)N)NC(=O)N)NC(=O)N 1,3,5-benzenetriyl-triurea